C(CCCCCCCCCCCCCCCCC)(=O)OCC(COC(CCCCCCCCCCCCCCCCC)=O)OC(NC1CN(C1)CCCF)=O 2-(((1-(3-fluoropropyl)azetidin-3-yl)carbamoyl)oxy)propane-1,3-diyl distearate